C(C)(C)(C)C=1N=NN(C1)CC(=O)NC1=CC=C(C=C1)C1=NC=NC2=CC(=C(C=C12)OC)OCC1CN(CCC1)CC 2-(4-(tert-butyl)-1H-1,2,3-triazole-1-yl)-N-(4-(7-((1-ethylpiperidin-3-yl)methoxy)-6-methoxyquinazolin-4-yl)phenyl)acetamide